(S)-2-((1-(5-([1,1'-biphenyl]-3-yl)-1,2,4-oxadiazol-3-yl)ethyl)carbamoyl)-4-methoxypyridin-3-yl isobutyrate C(C(C)C)(=O)OC=1C(=NC=CC1OC)C(N[C@@H](C)C1=NOC(=N1)C=1C=C(C=CC1)C1=CC=CC=C1)=O